C(C)C1=NN(C(=C1)CO)C1CCOCC1 (3-ethyl-1-(tetrahydro-2H-pyran-4-yl)-1H-pyrazol-5-yl)methanol